CC1(C(/C(/CC1)=C/C1=C(C=CC=C1)C=1N=CN(C1)C(C1=CC=CC=C1)(C1=CC=CC=C1)C1=CC=CC=C1)=O)C (E)-2,2-dimethyl-5-(2-(1-trityl-1H-imidazol-4-yl)benzylidene)cyclopentan-1-one